3-methyl-1-((3-methylisoxazol-5-yl)methyl)-2-oxo-N-(2,4,6-trifluorobenzyl)-1,2,3,4-tetrahydroquinazoline-7-carboxamide CN1C(N(C2=CC(=CC=C2C1)C(=O)NCC1=C(C=C(C=C1F)F)F)CC1=CC(=NO1)C)=O